COC(=O)C1=CC(N(C=C1C1=C(C=CC(=C1)C(F)(F)F)Cl)CC=1OC(=NN1)C)=O 5-(2-chloro-5-(trifluoromethyl)phenyl)-1-((5-methyl-1,3,4-oxadiazol-2-yl)methyl)-2-oxo-1,2-dihydropyridine-4-carboxylic acid methyl ester